N-[1-(5-CYANO-PYRIDIN-2-YLMETHYL)-1H-PYRAZOL-3-YL]-2-[4-(1-TRIFLUOROMETHYL-CYCLOPROPYL)-PHENYL]-ACETAMID C(#N)C=1C=CC(=NC1)CN1N=C(C=C1)NC(CC1=CC=C(C=C1)C1(CC1)C(F)(F)F)=O